FC1=CC=C(S1)S(=O)(=O)F 5-fluoro-2-thiophenesulfonyl fluoride